N-((1,2,3,5,6,7-hexahydro-s-indacen-4-yl)carbamoyl)-6,7-dihydro-5H,9H-5,8-ethanoimidazo[1,2-a][1,4]diazepine-2-sulfonamide C1CCC2=C(C=3CCCC3C=C12)NC(=O)NS(=O)(=O)C=1N=C2N(C3CCN(C2)CC3)C1